2,10-dihydro-1H-13-oxa-1,11-diazapentacen-11-ium N1CC=CC2=CC=3C=C4C=C5C=CC[NH+]=C5C=C4OC3C=C12